C1(=CC=CC=C1)[As](C1=CC=CC=C1)(C1=CC=CC=C1)=O Triphenyl-arsine oxide